3-fluoro-1-methyl-6-(4,4,5,5-tetramethyl-1,3,2-dioxaborolan-2-yl)-1H-indazole FC1=NN(C2=CC(=CC=C12)B1OC(C(O1)(C)C)(C)C)C